N-(2,3-dimethyl-6-nitrophenyl)-N-methylacetamide CC1=C(C(=CC=C1C)[N+](=O)[O-])N(C(C)=O)C